ClC1=C(OC2=NC=CC3=CC(=CC(=C23)O[C@H](C(F)(F)F)C)N2N=C(N(C2)CC)CO)C(=CC=C1O)F (S)-1-(1-(2-Chloro-6-fluoro-3-hydroxyphenoxy)-8-((1,1,1-trifluoropropan-2-yl)oxy)isoquinolin-6-yl)-4-ethyl-3-(hydroxymethyl)-1H-1,2,4-triazol